(1R,2R)-2-fluoro-N-{6-[5-({6-[(1R)-1-hydroxypropyl]-4-methylpyridin-3-yl}amino)-1,3-thiazol-4-yl]pyrimidin-4-yl}cyclopropane-1-carboxamide F[C@H]1[C@H](C1)C(=O)NC1=NC=NC(=C1)C=1N=CSC1NC=1C=NC(=CC1C)[C@@H](CC)O